OCCCNC(CC(=O)C)=O N-(hydroxypropyl)acetoacetamide